C[C@H]1N(C[C@@H](NC1)C)C(CC)C12CC(C1)(C2)C(F)(F)F (2R,5S)-2,5-dimethyl-1-(1-(3-(trifluoromethyl)bicyclo[1.1.1]pentan-1-yl)propyl)piperazine